CC(CCN1CCC(CC1)C=1C(=CC(=C(C1)NC(=O)C1=CNC(C=C1C(F)(F)F)=O)N1C[C@H](N([C@H](C1)C)C)C)F)(C)C N-[5-[1-(3,3-dimethylbutyl)piperidin-4-yl]-4-fluoro-2-[(3R,5S)-3,4,5-trimethylpiperazin-1-yl]phenyl]-6-oxo-4-(trifluoromethyl)-1H-pyridine-3-carboxamide